5-hydroxy-2-(4-methoxyphenyl)-1-phenyl-4-(piperidin-1-ylmethyl)-1H-indole-3-carboxylic acid ethyl ester C(C)OC(=O)C1=C(N(C2=CC=C(C(=C12)CN1CCCCC1)O)C1=CC=CC=C1)C1=CC=C(C=C1)OC